3-(4-(ethylsulfonamido)-3-(4-fluorophenoxy)phenyl)-5-(pyrazin-2-ylamino)-1-((2-(trimethylsilyl)ethoxy)methyl)-1H-pyrazole-4-carboxamide C(C)S(=O)(=O)NC1=C(C=C(C=C1)C1=NN(C(=C1C(=O)N)NC1=NC=CN=C1)COCC[Si](C)(C)C)OC1=CC=C(C=C1)F